tetraoctyl-ammonium acetate C(C)(=O)[O-].C(CCCCCCC)[N+](CCCCCCCC)(CCCCCCCC)CCCCCCCC